FC(C(=O)N[14C]1=CC=CC=C1)(F)F trifluoroacetanilide-14C